ethen-1-one C(=C)=O